ethyl 3-(difluoromethoxy)-1-methyl-1H-pyrazole-4-carboxylate FC(OC1=NN(C=C1C(=O)OCC)C)F